Tert-butyl (S)-5-amino-4-(5-(((S)-1-((8-cyclopropyl-2-(tetrahydro-2H-pyran-4-yl)quinolin-6-yl)methyl)pyrrolidin-3-yl)oxy)-1-oxoisoindolin-2-yl)-5-oxopentanoate NC([C@H](CCC(=O)OC(C)(C)C)N1C(C2=CC=C(C=C2C1)O[C@@H]1CN(CC1)CC=1C=C2C=CC(=NC2=C(C1)C1CC1)C1CCOCC1)=O)=O